C(C)OC(=O)C=1NC2=C(C=CC(=C2C1)NC1=CC(=C(C=C1)C(F)(F)F)Cl)F 4-((3-chloro-4-trifluoromethylphenyl)amino)-7-fluoro-1H-indole-2-carboxylic acid ethyl ester